(R)-3-isobutylglutaric acid monoamide C(C(C)C)[C@H](CC(=O)N)CC(=O)O